1-methyl-6,7-dihydro-5H-pyrazolo[1,5-a]thieno[3,2-c]azepine-9-carboxylic acid CC=1C=NN2C1C1=C(CCC2)SC(=C1)C(=O)O